C[Si](C)(C)OS(=O)(=O)C1=CC(=CC(=C1)[Si](C)(C)C)[Si](C)(C)C 3,5-bis(trimethylsilyl)benzenesulfonic acid trimethylsilyl ester